C(O[C@@H]1[C@](O[C@H](C1)N1C2=NC(=NC(=C2N=C1)N)F)(CO)C#C)(OCCCC12CC3CC(CC(C1)C3)C2)=O ((2R,3S,5R)-5-(6-amino-2-fluoro-9H-purin-9-yl)-2-ethynyl-2-(hydroxymethyl)tetrahydrofuran-3-yl) 3-(1-adamantyl)propyl carbonate